(2R,5S,12R,15R)-12-cyclohexyl-2-[2-(3,4-dimethoxyphenyl)ethyl]-15-methyl-3,19-dioxa-10,13,16-triazatricyclo[18.3.1.05,10]tetracosa-1(24),20,22-triene-4,11,14,17-tetrone C1(CCCCC1)[C@@H]1C(N2CCCC[C@H]2C(O[C@@H](C=2C=CC=C(OCC(N[C@@H](C(N1)=O)C)=O)C2)CCC2=CC(=C(C=C2)OC)OC)=O)=O